methyl (Sa)-6-aminospiro[3.3]hept-2-yl-carboxylate hydrochloride Cl.NC1CC2(CC(C2)C(=O)OC)C1